ClC1=CC=C(C(=N1)C=1C(=NN(C1)C)C)NC(C)C=1C=2C3=C(N(C(C2C=C(C1)C)=O)C)N(N=C3)C3CCN(CC3)C 9-[1-[[6-chloro-2-(1,3-dimethylpyrazol-4-yl)-3-pyridinyl]amino]ethyl]-4,7-dimethyl-3-(1-methyl-4-piperidinyl)pyrazolo[3,4-c]isoquinolin-5-one